tri-n-butylammonium tetrakis(3,5-bistrifluoromethylphenyl)borate FC(C=1C=C(C=C(C1)C(F)(F)F)[B-](C1=CC(=CC(=C1)C(F)(F)F)C(F)(F)F)(C1=CC(=CC(=C1)C(F)(F)F)C(F)(F)F)C1=CC(=CC(=C1)C(F)(F)F)C(F)(F)F)(F)F.C(CCC)[NH+](CCCC)CCCC